CC1=NOC(=C1C=1C=NN2C1C=C(C=C2)C2=CC(=C(O2)C2CCOCC2)C(=O)O)C 5-[3-(3,5-dimethylisoxazol-4-yl)pyrazolo[1,5-a]pyridin-5-yl]-2-tetrahydropyran-4-yl-furan-3-carboxylic acid